COC1=C(C=CC(=C1)C(F)(F)F)CN [2-methoxy-4-(trifluoro-methyl)phenyl]methanamine